NC1=CC=CC(=N1)S(=O)(=O)NC(=O)C=1C(=NC(=CC1)C1=CC(=CC(=C1)OCC(C)C)F)OC1CCC1 N-[(6-Amino-2-pyridyl)sulfonyl]-2-(cyclobutoxy)-6-(3-fluoro-5-isobutoxyphenyl)pyridin-3-carboxamid